C(C1=CC=CC=C1)OC1=NN(C(=C1)C=1C=NC=NC1)C1=C(C=CC=C1)F 5-[3-(Benzyloxy)-1-(2-fluorophenyl)-1H-pyrazol-5-yl]pyrimidin